6-{4-[(6-methoxypyridin-3-yl)oxy]piperidin-1-yl}-5-methyl-N-(1-methylcyclopentyl)pyridazine-3-carboxamide COC1=CC=C(C=N1)OC1CCN(CC1)C1=C(C=C(N=N1)C(=O)NC1(CCCC1)C)C